4-((1-(4-cyanophenyl)piperidin-4-yl)oxy)-1H-1,2,3-triazole-5-carboxylic acid 2,2,2-trifluoroacetate FC(C(=O)O)(F)F.C(#N)C1=CC=C(C=C1)N1CCC(CC1)OC=1N=NNC1C(=O)O